3-(((8-(4-(trifluoromethyl)phenyl)pyrido[2,3-d]pyridazin-5-yl)amino)methyl)tetrahydrofuran-3-ol FC(C1=CC=C(C=C1)C=1N=NC(=C2C1N=CC=C2)NCC2(COCC2)O)(F)F